4-(2-chlorophenyl)-1-thioxo-6-(trifluoromethyl)pyrido[1,2-c]pyrimidin-3-one ClC1=C(C=CC=C1)C1=C2N(C(NC1=O)=S)C=CC(=C2)C(F)(F)F